3-((S)-sec-butyl)-8-chloro-5-phenyl-1,3-dihydro-2H-benzo[e][1,4]diazepin-2-one [C@H](C)(CC)C1N=C(C2=C(NC1=O)C=C(C=C2)Cl)C2=CC=CC=C2